[Si](C)(C)(C(C)(C)C)OC1CC(C1)N1C(CCC1=O)=O 1-(3-((tert-butyldimethylsilyl)oxy)cyclobutyl)-pyrrolidine-2,5-dione